4-bromo-5-chloro-1-(1-methylcyclopropyl)-1H-pyrazole BrC=1C=NN(C1Cl)C1(CC1)C